C1(CC1)C=1C=NN(C1CO[C@H]1[C@@H]2CN([C@H](C1)C2)C=2SC1=C(N2)C(=CC(=C1)C(=O)OC)F)C1=C(C=CC=C1Cl)Cl methyl 2-[(1S,4S,5R)-5-[[4-cyclopropyl-1-(2,6-dichlorophenyl)-1H-pyrazol-5-yl]methoxy]-2-azabicyclo[2.2.1]heptan-2-yl]-4-fluoro-1,3-benzothiazole-6-carboxylate